O=C1NC(CCC1C=1C=C(C=CC1)NC(CCCCCCCN1CCCCC1)=O)=O N-(3-(2,6-dioxopiperidin-3-yl)phenyl)-8-(piperidin-1-yl)octanamide